6',7'-difluorospiro[cyclopropane-1,3'-indolin]-2'-one FC1=CC=C2C3(C(NC2=C1F)=O)CC3